COC1=CC(=CC(=N1)NC(N(C1CC2(CN(C2)C(=O)C2=C3N(N=C2)C=CN3C)C1)C)=O)C(F)(F)F 3-(6-methoxy-4-(trifluoromethyl)pyridin-2-yl)-1-methyl-1-(2-(1-methyl-1H-imidazo[1,2-b]pyrazole-7-carbonyl)-2-azaspiro[3.3]heptan-6-yl)urea